C(C)(C)(C)OC(=O)N1CC2(C1)CC(C2)OC2=COC(=CC2=O)CN2CC1=CC=CC=C1CC2.N(C(=O)N)[SiH2]NC(=O)N bis-ureidosilane tert-butyl-6-((6-((3,4-dihydroisoquinolin-2(1H)-yl)methyl)-4-oxo-4H-pyran-3-yl)oxy)-2-azaspiro[3.3]heptane-2-carboxylate